BrC=1C=CC=2C3=C(C=[N+](C2C1)[O-])N=C(N3CC3(COC(OC3)(C)C)C)COCC 7-bromo-2-(ethoxymethyl)-1-((2,2,5-trimethyl-1,3-dioxan-5-yl)methyl)-1H-imidazo[4,5-c]quinoline 5-oxide